C(N([C@@H]1CNCC1)C([2H])([2H])[2H])([2H])([2H])[2H] (S)-N,N-Bis(methyl-d3)pyrrolidin-3-amine